C1(=CC=CC=C1)C1=CC(=NC=C1)N1C2=CC=CC=C2C=2C=CC(=CC12)OC=1C=C(C=C(C1)C1=NC=CC(=C1)C1=CC=CC=C1)C1=CC=CC=C1 9-(4-phenylpyridin-2-yl)-2-((5-(4-phenylpyridin-2-yl)-[1,1'-biphenyl]-3-yl)oxy)-9H-carbazole